2,4,6-trimethylbenzene lithium [Li].CC1=CC(=CC(=C1)C)C